ClC1=CC=C(OC=2C=CC(=C3C=CC=NC23)NC(C=C)=O)C=C1 N-{8-(4-chlorophenoxy)quinolin-5-yl}acrylamide